2-[3-cyclopropyl-5-(trifluoromethyl)pyrazol-1-yl]-1-[(5R)-2-ethoxy-5-(3-methoxy-2-methyl-phenyl)-5,7-dihydropyrrolo[3,4-d]pyrimidin-6-yl]ethanone C1(CC1)C1=NN(C(=C1)C(F)(F)F)CC(=O)N1CC=2N=C(N=CC2[C@H]1C1=C(C(=CC=C1)OC)C)OCC